CC(=C)CC 2-Methyl-but-1-en